10-(azetidin-3-ylmethoxy)-6-(tert-butyl)-2-oxo-6,7-dihydro-2H-pyrido[2',1':3,4]pyrazino[1,2-b]indazole-3-carboxylic acid N1CC(C1)COC1=CC=CC2=C3N(N=C12)CC(N1C3=CC(C(=C1)C(=O)O)=O)C(C)(C)C